C1=CC(=CC=C1CCC(=O)O)O Dihydrocoumaric acid